C(C1=CC=CC=C1)C1(C2(CCC(C1)C2(C)C)C)OCCCN(CC)CC 2-benzyl-2-(3'-diethylaminopropoxy)-1,7,7-trimethylbicyclo[2.2.1]heptane